2,4-dimethylpyrimidine-5-carboxylic acid CC1=NC=C(C(=N1)C)C(=O)O